N-(4-(oxazol-5-yl)phenyl)nicotinamide O1C=NC=C1C1=CC=C(C=C1)NC(C1=CN=CC=C1)=O